C(C)(C)(C)C1=CC=C(C(=O)OC(C2=CC=C(C=C2)C(C)(C)C)=O)C=C1 4-Tert-Butylbenzoic anhydride